[Si](C)(C)(C(C)(C)C)OCCCOC1=NN(C(=C1[N+](=O)[O-])C)C1CC(OCC1)C 3-(3-((tert-butyldimethylsilyl)oxy)propoxy)-5-methyl-1-(2-methyltetrahydro-2H-pyran-4-yl)-4-nitro-1H-pyrazole